(R)-3-((1-allyl-pyrrolidin-2-yl)methyl)-5,6,7-trifluoro-1H-indole C(C=C)N1[C@H](CCC1)CC1=CNC2=C(C(=C(C=C12)F)F)F